N-methyl-N-[4-(trifluoromethyl)phenyl]imidazo[1,2-a]pyrazine-6-carboxamide CN(C(=O)C=1N=CC=2N(C1)C=CN2)C2=CC=C(C=C2)C(F)(F)F